2-(methoxymethyl)pyridin COCC1=NC=CC=C1